N-(4-Dimethylamino-benzyl)-3-[3-(4-fluoro-benzyl)-3H-imidazo[4,5-b]pyridin-2-yl]-propionamide CN(C1=CC=C(CNC(CCC2=NC=3C(=NC=CC3)N2CC2=CC=C(C=C2)F)=O)C=C1)C